C[C@@H]1N(C[C@H](N(C1)CCS(=O)(=O)C)C)C=1SC2=C(N1)C(=C(N2)C=2C(=C(C=1N(C2)N=CN1)C)C)C(C)C 2-((2S,5R)-2,5-dimethyl-4-(2-(methylsulfonyl)ethyl)piperazin-1-yl)-5-(7,8-dimethyl-[1,2,4]triazolo[1,5-a]pyridin-6-yl)-6-isopropyl-4H-pyrrolo[3,2-d]thiazole